ClC1=CC=C(/C=C/C=2C(=CC(=C(C2)NS(=O)(=O)C2CC2)F)OC)C=C1 (E)-N-(5-(4-chlorostyryl)-2-fluoro-4-methoxyphenyl)cyclopropanesulfonamide